NCN1CCC(C(=C1)C)=O 1-(aminomethyl)-5-methyl-4-oxo-3,4-dihydropyridin